3-azidopropyl 2-bromo-2-methylpropanoate BrC(C(=O)OCCCN=[N+]=[N-])(C)C